[5,8-dioxo-6-(propan-2-yl)-5,6,7,8-tetrahydro-4H-pyrazolo[1,5-a]pyrrolo[3,4-d]pyrimidin-2-yl]carbamic acid tert-butyl ester C(C)(C)(C)OC(NC1=NN2C(NC3=C(C2=O)CN(C3=O)C(C)C)=C1)=O